C(=CC)N1[C@@H](C[C@H](C1)C#N)COC=1C(=NC=NC1N)C=1C(=C(C=C(C1)F)NC(C1=C(C=C(C=C1)C1CC1)F)=O)C N-(3-(5-(((2S,4R)-1-propenyl-4-cyanopyrrolidin-2-yl)methoxy)-6-aminopyrimidin-4-yl)-5-fluoro-2-methylphenyl)-4-cyclopropyl-2-fluorobenzamide